2-oxo-2-[(5-oxo-7,8-dihydro-6H-1,6-naphthyridin-3-yl)amino]acetic acid O=C(C(=O)O)NC=1C=NC=2CCNC(C2C1)=O